ClC1=C(C=CC=C1)C1C(NC(N1)=O)=O 5-(o-chlorophenyl)-hydantoin